[Cu].[Ge].[Ga] gallium germanium copper